C(C)(C)(C)OC(=O)N1C2CN(CC1CC2)C(=O)C2CC2.CC2=CC=C(C=C2)C(CC(=O)C2=CC=C(C=C2)C(C)(C)C)=O 1-(4-methylphenyl)-3-(4-tert-butylphenyl)propane-1,3-dione tert-butyl-3-(cyclopropanecarbonyl)-3,8-diazabicyclo[3.2.1]octane-8-carboxylate